C(C)N1C(=NC=2C1=NC(=CC2N2CCOCC2)N2N=C(C=C2COC)C=2C=C(C=CC2)C)C=CCOC 4-(3-ethyl-5-(5-(methoxymethyl)-3-(m-tolyl)-1H-pyrazol-1-yl)-2-(3-methoxyprop-1-en-1-yl)-3H-imidazo[4,5-b]pyridin-7-yl)morpholine